CN(CCCNC(=O)C1=CC=C(C2=CC=CC(=C12)C(=O)N)Cl)C N-(3-dimethylaminopropyl)-4-chloro-1,8-naphthalenedicarboxamide